C(C1=CC=CC=C1)N1C2=NC(=C(C=C2CCC12CN(CC2)CC2=CC=CC=C2)B2OC(C(O2)(C)C)(C)C)C 1,1'-dibenzyl-7-methyl-6-(4,4,5,5-tetramethyl-1,3,2-dioxaborolan-2-yl)-3,4-dihydro-1H-spiro[1,8-naphthyridine-2,3'-pyrrolidine]